CS(=NC#N)(C1=CC=CC=C1)=O N-(methyl(oxo)(phenyl)-λ6-sulfanylidene)cyanamide